1-(4-((3-CHLORO-1H-PYRROLO[2,3-B]PYRIDIN-4-YL)OXY)-2-FLUOROPHENYL)-3-(4-((4-ETHYLPIPERAZIN-1-YL)METHYL)-3-(TRIFLUOROMETHYL)PHENYL)UREA ClC1=CNC2=NC=CC(=C21)OC2=CC(=C(C=C2)NC(=O)NC2=CC(=C(C=C2)CN2CCN(CC2)CC)C(F)(F)F)F